3-[4-(7H-pyrrolo[2,3-d]-pyrimidin-4-yl)-1H-pyrazol-1-yl]-3-[3-(thiomorpholin-4-yl-sulfonyl)phenyl]propanenitrile N1=CN=C(C2=C1NC=C2)C=2C=NN(C2)C(CC#N)C2=CC(=CC=C2)S(=O)(=O)N2CCSCC2